NC1=NC=2C=CC(=CC2C2=C1C=NN2C)C(=O)N(CC2=NC=C(C=C2)C(F)(F)F)N2C(O[C@@H]1CC[C@H]21)=O 4-amino-1-methyl-N-((1R,5S)-3-oxo-2-oxa-4-azabicyclo[3.2.0]heptan-4-yl)-N-((5-(trifluoromethyl)pyridin-2-yl)methyl)-1H-pyrazolo[4,3-c]quinoline-8-carboxamide